4-[5-methoxy-4-(4-trifluoromethoxy-phenyl)-pyrimidin-2-ylamino]-N-[2-methyl-5-(4-methyl-piperazin-1-ylmethyl)-phenyl]-benzamide COC=1C(=NC(=NC1)NC1=CC=C(C(=O)NC2=C(C=CC(=C2)CN2CCN(CC2)C)C)C=C1)C1=CC=C(C=C1)OC(F)(F)F